C(C)C(C(=O)N1CCN(CC1)C1=NC(=CC(=N1)NC1=CC2=C(C=N1)C=NN2C(C)C)N2CCCC2)CC 2-ethyl-1-{4-[4-{[1-(propan-2-yl)-1H-pyrazolo[4,3-c]pyridin-6-yl]amino}-6-(pyrrolidin-1-yl)pyrimidin-2-yl]piperazin-1-yl}butan-1-one